3,5-Bis(4-cinnamoylphenoxymethyl)phenol C(C=CC1=CC=CC=C1)(=O)C1=CC=C(OCC=2C=C(C=C(C2)COC2=CC=C(C=C2)C(C=CC2=CC=CC=C2)=O)O)C=C1